Cl.ClC1=C2N(C(C(=C1)NC1=NC=NC=C1)=O)C1(CCCCC1)NC2=O 8-chloro-6-(pyrimidin-4-ylamino)spiro[2H-imidazo[1,5-a]pyridine-3,1'-cyclohexane]-1,5-dione hydrochloride